C1(=CC=C(C=C1)COC1=CC=C(N1)C(=O)O)C1=CC=CC=C1 5-([1,1'-biphenyl]-4-ylmethoxy)-1H-pyrrole-2-carboxylic acid